pyrrolo[1,2-a]imidazole-3-amine N=1C=2N(C(C1)N)C=CC2